methyl 2,2-dimethyl-3-({[1-(4-{4-[3-methyl-4-({[(1R)-1-phenylethoxy]carbonyl} amino)-1,2-oxazol-5-yl]piperidin-1-yl}phenyl)cyclopropyl]formamido}sulfonyl)propanoate CC(C(=O)OC)(CS(=O)(=O)NC(=O)C1(CC1)C1=CC=C(C=C1)N1CCC(CC1)C1=C(C(=NO1)C)NC(=O)O[C@H](C)C1=CC=CC=C1)C